FC(C=1C=NC=C(C(=O)NC2=C(N=NS2)C(=O)O)C1)(F)F 5-(5-(trifluoromethyl)nicotinamido)-1,2,3-thiadiazole-4-carboxylic acid